N1C(=NC=C1)C1=CC=C(CNC2=NC(=NC=C2NC)Cl)C=C1 N4-(4-(1H-imidazol-2-yl)benzyl)-2-chloro-N5-methylpyrimidine-4,5-diamine